water nitrate salt [N+](=O)(O)[O-].O